6-(1-(2,2-difluoroethyl)-4-(3,4-difluorophenyl)-1H-imidazol-5-yl)imidazo[1,2-a]pyridine-3-carbonitrile FC(CN1C=NC(=C1C=1C=CC=2N(C1)C(=CN2)C#N)C2=CC(=C(C=C2)F)F)F